3-Cyclopropyl-1-(1-(5-(Trifluoromethyl)Pyridin-2-Yl)Propyl)-6-((2-(Trifluoromethyl)Thiazol-4-Yl)Methyl)-1H-Pyrazolo[3,4-d]Pyrimidin-4(5H)-One C1(CC1)C1=NN(C=2N=C(NC(C21)=O)CC=2N=C(SC2)C(F)(F)F)C(CC)C2=NC=C(C=C2)C(F)(F)F